I(=O)[O-].[NH4+] Ammonium iodite